trans-1-propenyl-pinacol ethyl-2-(6-(5-(trifluoromethyl)-1,2,4-oxadiazol-3-yl)imidazo[1,2-a]pyridin-2-yl)acetate C(C)C(C(=O)O)C=1N=C2N(C=C(C=C2)C2=NOC(=N2)C(F)(F)F)C1.C(=C\C)/CC(O)(C)C(C)(C)O